tert-butyl 2,4-dichlorobenzoate ClC1=C(C(=O)OC(C)(C)C)C=CC(=C1)Cl